C(#N)CC1(CCN(CC1)CC1=CC(=CC=C1)S(=O)(=O)C)N1N=C(C(=C1)C(=O)N)NC(=O)C1CC1 1-[4-(cyanomethyl)-1-[(3-methylsulfonylphenyl)methyl]-4-piperidyl]-3-(cyclopropanecarbonylamino)pyrazole-4-carboxamide